CN(C1(CCC2(CN(C(N2CC2(CCC2)O)=O)C2=CC=C(C(=O)N)C=C2)CC1)C1=CC=CC=C1)C 4-[8-dimethylamino-1-[(1-hydroxy-cyclobutyl)-methyl]-2-oxo-8-phenyl-1,3-diazaspiro[4.5]decan-3-yl]-benzamide